1-(2-aminoacetyl)-4,4-difluoropyrrolidine-2-carbonitrile hydrochloride Cl.NCC(=O)N1C(CC(C1)(F)F)C#N